5-(piperazin-1-ylsulfonyl)isoquinoline N1(CCNCC1)S(=O)(=O)C1=C2C=CN=CC2=CC=C1